Ethyl 1-methyl-7-oxo-6-((1-(((1s,3s)-3-((triisopropylsilyl)oxy)cyclobutyl)sulfonyl)cyclopropyl)methyl)-4,5,6,7-tetrahydro-1H-pyrazolo[3,4-c]pyridine-3-carboxylate CN1N=C(C2=C1C(N(CC2)CC2(CC2)S(=O)(=O)C2CC(C2)O[Si](C(C)C)(C(C)C)C(C)C)=O)C(=O)OCC